C(C)(C)C1=CC=C(C=C1)NC1=CC=C(C=C1)C(C)C Di(4-isopropylphenyl)amine